(S)-N-(4-((7-chloro-1-methyl-2-((2-(tetrahydrofuran-3-yl)-6-(trifluoromethyl)pyridin-4-yl)amino)-1H-imidazo[4,5-b]pyridin-6-yl)oxy)pyridin-2-yl)acetamide ClC1=C2C(=NC=C1OC1=CC(=NC=C1)NC(C)=O)N=C(N2C)NC2=CC(=NC(=C2)C(F)(F)F)[C@H]2COCC2